ClC=1C2=C(N=CN1)N(C=C2)C2CC(CCC2)(F)F 4-chloro-7-(3,3-difluorocyclohexyl)-7H-pyrrolo[2,3-d]pyrimidine